NC12CCC(CC1)(CC2)CN2N=C(C=1CN(CCC12)C1=C2C(=NC(=N1)N)N(N=C2)C)C 4-(1-((4-aminobicyclo[2.2.2]oct-1-yl)methyl)-3-methyl-6,7-dihydro-1H-pyrazolo[4,3-c]pyridin-5(4H)-yl)-1-methyl-1H-pyrazolo[3,4-d]pyrimidin-6-amine